C[C@](CC1=CC(=C(C=C1)O)O)(C(=O)O)N The molecule is a derivative of L-tyrosine having a methyl group at the alpha-position and an additional hydroxy group at the 3-position on the phenyl ring. It has a role as a hapten, an antihypertensive agent, an alpha-adrenergic agonist, a peripheral nervous system drug and a sympatholytic agent. It is a L-tyrosine derivative and a non-proteinogenic L-alpha-amino acid.